CC1(CCCC(C1)C)O 1,5-dimethylcyclohexanol